(4-fluoro-5,6-dimethoxy-benzo[b]thiophen-2-yl)methanol FC1=C(C(=CC=2SC(=CC21)CO)OC)OC